[C@H]1([C@H](C([C@@H]([C@@H](C1O)OP(=O)(O)O)OP(=O)(O)O)OP(=O)(O)O)OP(=O)(O)O)OP(=O)(O)O 1D-myo-inositol 1,2,3,5,6-pentakisphosphate